[I-].C[N+](C(CN1C2=CC=CC=C2SC=2C=CC=CC12)C)(C)C N,N,N-trimethyl-1-(10H-phenothiazin-10-yl)propan-2-aminium iodide